5-chloro-2-hydroxy-N-(quinolin-7-yl)benzamide Yttrium [Y].ClC=1C=CC(=C(C(=O)NC2=CC=C3C=CC=NC3=C2)C1)O